2-bromo-N,N-dimethyl-pyridin-4-amine BrC1=NC=CC(=C1)N(C)C